C(\C=C/C=CCCCCCCCCCCCCC)(=O)[O-] cis,11-trans-octadecadienoate